C(C)OC(CCN(C(CC(=O)OCC)=O)CC(C)(C)C)=O ethyl 3-((3-ethoxy-3-oxopropyl) neopentyl amino)-3-oxopropionate